2,4-dichloropyrrol ClC=1NC=C(C1)Cl